N[C@@H]1CN(CC[C@H]1C)C1=CC(=NC=C1CCC1CCOCC1)NC1=CC=C2C(=N1)N(N=C2)C(C)C N-(4-((3S,4R)-3-amino-4-methylpiperidin-1-yl)-5-((tetrahydro-2H-pyran-4-yl)ethanyl)pyridin-2-yl)-1-isopropyl-1H-pyrazolo[3,4-b]pyridin-6-amine